(E)-5-(4-(2-aminoethoxy)benzylidene)thiazolidine-2,4-dione hydrochloride Cl.NCCOC1=CC=C(\C=C\2/C(NC(S2)=O)=O)C=C1